N-((S)-1-(4-Fluorophenyl)ethyl)-4-((R)-3-(3-(trifluoromethyl)phenoxy)pyrrolidin-1-yl)tetrahydro-2H-pyran-4-carboxamide FC1=CC=C(C=C1)[C@H](C)NC(=O)C1(CCOCC1)N1C[C@@H](CC1)OC1=CC(=CC=C1)C(F)(F)F